Methyl ((S)-3-amino-1-octanamido-3-oxopropyl)phosphonofluoridate NC(C[C@@H](NC(CCCCCCC)=O)P(OC)(=O)F)=O